C(C)(C)(C)OC(=O)N1C(C(CC1)C(C1=C(C=CC(=C1)NC(C1=C(C=C(C(=C1)C(F)(F)F)C1CC1)OC1=C(C=C(C=C1)F)C)=O)F)NS(=O)C(C)(C)C)=O 3-(((tert-butylsulfinyl)amino)(5-(4-cyclopropyl-2-(4-fluoro-2-methylphenoxy)-5-(trifluoromethyl)benzamido)-2-fluorophenyl)methyl)-2-oxopyrrolidine-1-carboxylic acid tert-butyl ester